CN1N=CC(=C1)C1=CC2=C(N[C@H](CN2)[C@@H](C2=CC=CC=C2)NCCC=2C=CC(=NC2)C#N)N=C1 5-(2-(((R)-((R)-7-(1-methyl-1H-pyrazol-4-yl)-1,2,3,4-tetrahydropyrido[2,3-b]pyrazin-3-yl)(phenyl)methyl)amino)ethyl)picolinonitrile